(E)-1-[2-(3-Hexylundecoxy)-6-hydroxyphenyl]-3-(4-hydroxyphenyl)prop-2-en-1-one C(CCCCC)C(CCOC1=C(C(=CC=C1)O)C(\C=C\C1=CC=C(C=C1)O)=O)CCCCCCCC